FC1=C(C(=CC=C1)OC)C1=CN(C2=NC(=CC=C21)NC(=O)[C@H]2[C@@H](C2)CO)COCC[Si](C)(C)C trans-N-[3-(2-fluoro-6-methoxyphenyl)-1-{[2-(trimethylsilyl)ethoxy]methyl}pyrrolo[2,3-b]pyridin-6-yl]-2-(hydroxymethyl)cyclopropane-1-carboxamide